FC(OC=1C=CC(=NC1)\C=C(/C)\C=1N=C(SC1)N)(F)F (E)-4-(1-(5-(trifluoromethoxy)pyridin-2-yl)prop-1-en-2-yl)thiazol-2-amine